[Cl-].C[N+](CCC[Si](OC)(OC)OC)(CCCCCCCCCCCCCC)C dimethyltetradecyl(3-(trimethoxy-silyl)propyl)ammonium chloride